tert-Butyl (2S,4S)-4-cyano-2-(3-(3-phenylpropyl)-1,2,4-oxadiazol-5-yl)pyrrolidine-1-carboxylate C(#N)[C@H]1C[C@H](N(C1)C(=O)OC(C)(C)C)C1=NC(=NO1)CCCC1=CC=CC=C1